(4-(1H-pyrazol-4-yl)phenyl)-6-(cyclopropylmethoxy)spiro[indoline-2,3'-pyrrolidine] N1N=CC(=C1)C1=CC=C(C=C1)N1CC2(CC1)NC1=CC(=CC=C1C2)OCC2CC2